N1(CCNCC1)C=1SC2=C(N1)C=CC=C2 2-piperazin-1-yl-1,3-benzothiazole